OCCCCCCCCCCCCCCCCCCCC hydroxyeicosane